2-[5-amino-1-(4-methylphenyl)-1H-pyrazol-3-yl]-2-methyl-acetic acid propyl ester C(CC)OC(C(C)C1=NN(C(=C1)N)C1=CC=C(C=C1)C)=O